1-(1,2-Dimethyl-3-(piperidin-4-yl)-1H-indol-7-yl)dihydropyrimidine CN1C(=C(C2=CC=CC(=C12)N1CNCC=C1)C1CCNCC1)C